(E)-(4-(1-(3-(2-((2,3-dihydro-1H-inden-2-yl) amino) pyrimidin-5-yl) acryloyl)-3-methylazetidin-3-yl)-1H-1,2,3-triazol-1-yl) methylpentanoate CC(C(=O)ON1N=NC(=C1)C1(CN(C1)C(\C=C\C=1C=NC(=NC1)NC1CC2=CC=CC=C2C1)=O)C)CCC